m-di(trifluoromethyl)benzylamine FC(C1(CN)CC(=CC=C1)C(F)(F)F)(F)F